NC1=NC=2C=C(C(=CC2C2=C1[C@H](OC2)C)C(=O)N(C2COC1=C2C=CC(=C1)C(F)(F)F)C(C)C=1N=CSC1)F (3R)-4-amino-7-fluoro-3-methyl-N-(1-(thiazol-4-yl)ethyl)-N-(6-(trifluoromethyl)-2,3-dihydrobenzofuran-3-yl)-1,3-dihydrofuro[3,4-c]quinolin-8-carboxamide